dinaphthyl-hydroquinone C1(=CC=CC2=CC=CC=C12)C=1C(=C(O)C=CC1O)C1=CC=CC2=CC=CC=C12